2-aminoethanimidamide dihydrochloride Cl.Cl.NCC(N)=N